bis(isocyanatomethyl)benzene C1=CC=C(C(=C1)CN=C=O)CN=C=O